ClC1=CC=C(C=C1)C1=CC=2C(=C(N=NC2CC2=CNC=C2)C(=O)N)S1 2-(4-chlorophenyl)-4-(3-pyrrolylmethyl)-thieno[2,3-d]pyridazine-7-carboxamide